4-(4-fluorophenyl)-2-(methyl-(6-(piperidin-4-yl)quinolin-4-yl)amino)thiazole-5-carbonitrile hydrochloride Cl.FC1=CC=C(C=C1)C=1N=C(SC1C#N)N(C1=CC=NC2=CC=C(C=C12)C1CCNCC1)C